C(C)OC(CC=1OC2=C(N1)C=CC(=C2)N)=O 2-(6-Aminobenzo[d]oxazol-2-yl)acetic acid ethyl ester